ethyl 3-(3-{[6-(benzyloxy)-2,2-dioxo-2H-1,2λ6,3-benzoxathiazin-3(4H)-yl]methyl}-5-methoxyphenyl)-3-(1-{4-[(4-methoxyphenyl)methoxy]butyl}-4-methyl-1H-benzotriazol-5-yl)propanoate C(C1=CC=CC=C1)OC=1C=CC2=C(CN(S(O2)(=O)=O)CC=2C=C(C=C(C2)OC)C(CC(=O)OCC)C2=C(C3=C(N(N=N3)CCCCOCC3=CC=C(C=C3)OC)C=C2)C)C1